COCCOC1=NC=CC(=C1)[C@H]1CCC2=C(N1)N1C(=N2)CCC1C1=CC=CC=C1 (R)-2-(2-(2-methoxyethoxy)pyridin-4-yl)-8-phenyl-7,8-dihydro-6H-pyrrolo[2',1':2,3]imidazo[4,5-b]piperidine